COC=1C=C2C(=CN(C2=CC1)CCC)C=O 5-methoxy-1-propyl-1H-indole-3-carbaldehyde